COC1(CC=C(C(=O)C2=CC=CC=C2)C=C1)OC L-4,4-dimethoxybenzophenone